C1(=CC=CC=C1)SC=S phenylthioformyl sulfide